1-(2,3-dihydro-1H-inden-2-yl)-4-nitro-1H-pyrazole C1C(CC2=CC=CC=C12)N1N=CC(=C1)[N+](=O)[O-]